(R)-1-(2-chloro-5-fluoropyridin-3-yl)ethyl (1-methyl-4-(2-oxo-2,3-dihydro-1H-pyrido[2,3-b][1,4]oxazin-6-yl)-1H-pyrazol-5-yl)carbamate CN1N=CC(=C1NC(O[C@H](C)C=1C(=NC=C(C1)F)Cl)=O)C=1C=CC2=C(OCC(N2)=O)N1